tert-butyl N-{[(diethoxyphosphoryl)methyl](4-fluorophenyl)oxo-λ6-sulfanylidene}carbamate C(C)OP(=O)(OCC)CS(=NC(OC(C)(C)C)=O)(=O)C1=CC=C(C=C1)F